C(CCC)C=1N(C(C2(N1)CC1CC1C2)=O)CC2=CC(=C(C=C2)C=2C(=CC=CC2)S(=O)(=O)NC2=NOC(=C2C)C)COCC 4'-((2'-Butyl-5'-oxospiro[bicyclo[3.1.0]hexane-3,4'-imidazole]-1'(5'H)-yl)methyl)-N-(4,5-dimethylisoxazol-3-yl)-2'-(ethoxymethyl)-[1,1'-biphenyl]-2-sulfonamide